(S)-2-amino-3-(4-(4-((R)-1-(4-chloro-2-(3-methyl-1H-pyrazol-1-yl)phenyl)-2,2,2-trifluoroethoxy)thieno[3,2-d]pyrimidin-7-yl)phenyl)propionic acid hippurate C(CNC(=O)C1=CC=CC=C1)(=O)O.N[C@H](C(=O)O)CC1=CC=C(C=C1)C1=CSC2=C1N=CN=C2O[C@@H](C(F)(F)F)C2=C(C=C(C=C2)Cl)N2N=C(C=C2)C